FC1=C(C=CC(=C1)C(F)(F)F)CNC1CN(C1)C(=O)N1C[C@H](CC1)C1=NC=NN1 [3-[[2-Fluoro-4-(trifluoromethyl)phenyl]methylamino]azetidin-1-yl]-[(3S)-3-(1H-1,2,4-triazol-5-yl)pyrrolidin-1-yl]methanone